(S)-2-((S)-2,2-dimethyltetrahydro-2H-pyran-4-carboxamido)-9-(5,6,7,8-tetrahydro-1,8-naphthyridin-2-yl)nonanoic acid CC1(OCC[C@@H](C1)C(=O)N[C@H](C(=O)O)CCCCCCCC1=NC=2NCCCC2C=C1)C